N(=C=O)CCCCCCN(C(=O)N(CCCCCCN=C=O)C(=O)N)CCCCCCN=C=O N-isocyanatohexyl-aminocarbonyl-N,N'-bis(isocyanatohexyl)urea